(5-methyl-2-(pyrimidin-2-yl)pyridin-3-yl)methanone CC=1C=C(C(=NC1)C1=NC=CC=N1)C=O